C(C=C)(=O)N1CCC(CC1)OC=1C=C2C(=NC=NC2=CC1OC)NC(C(=O)N)C1=CC(=CC=C1)Cl 2-((6-((1-acryloylpiperidin-4-yl)oxy)-7-methoxyquinazolin-4-yl)amino)-2-(3-chlorophenyl)acetamide